C(C1=CC=CC=C1)N1CCC1 1-benzylazetidin